C(#N)C1=C(C(=NC=C1)NC1=NNC=C1)C 3-((4-cyano-3-methylpyridin-2-yl)amino)-1H-pyrazol